[N+](=O)([O-])C1=CC=C(C=C1)OC(=O)C1=CC=C(NO1)C1=CC=C(C=C1)[N+](=O)[O-] 4-nitrophenyl-oxazine-6-carboxylic acid (4-nitrophenyl) ester